N-[[6-(trifluoromethyl)-3-pyridyl]methyl]cyclopropanamine FC(C1=CC=C(C=N1)CNC1CC1)(F)F